(3,4-dichlorobenzyl)-3-(3,4,5-trimethoxyphenyl)-1H-pyrazole-5-carboxamide ClC=1C=C(CN2N=C(C=C2C(=O)N)C2=CC(=C(C(=C2)OC)OC)OC)C=CC1Cl